indolyl diketone N1C(=CC2=CC=CC=C12)C(C(=O)C=1NC2=CC=CC=C2C1)=O